2-((1R,5S,6R)-3-(7,7-difluoro-2-((S)-2-methylazetidin-1-yl)-6,7-dihydro-5H-cyclopenta[d]pyrimidin-4-yl)-3-azabicyclo[3.1.0]hexan-6-yl)-1-(4-methylpiperazin-1-yl)ethan-1-one FC1(CCC2=C1N=C(N=C2N2C[C@@H]1C([C@@H]1C2)CC(=O)N2CCN(CC2)C)N2[C@H](CC2)C)F